C(CC1=CC=CC=C1)OC(C1=C(C=CC=C1)NC(=O)SCC1=CC=CC=C1)=O 2-(((benzylmercapto)carbonyl)amino)benzoic acid phenethyl ester